C1N(CC12CCNCC2)C(C=C)=O 2,7-diazaspiro[3.5]Non-2-yl-prop-2-en-1-one